BrC1=CC=2C(C3=C(C=CC=C3C2C=C1)C1=CC=CC=C1)(C)C 2-bromo-9,9-dimethyl-8-phenyl-9H-fluorene